(2-methylpyrazol-3-yl)methanone CN1N=CC=C1C=O